(Z)-2-(5-chloro-1H-indol-3-yl)-3-(4-methoxypyridin-3-yl)acrylonitrile, hydrochloride Cl.ClC=1C=C2C(=CNC2=CC1)/C(/C#N)=C/C=1C=NC=CC1OC